5-bromo-6-chloro-3-(3,3-difluorocyclobutyl)imidazo[4,5-b]pyridine BrC1=C(C=C2C(=N1)N(C=N2)C2CC(C2)(F)F)Cl